CC1=NC(=NO1)C1=CC=C2C=CN=C(C2=C1)NCCC(=O)NC=1C=NN(C1)C(=O)OC(C)(C)C tert-Butyl 4-(3-{[7-(5-methyl-1,2,4-oxadiazol-3-yl)isoquinolin-1-yl]amino}propanamido)-1H-pyrazole-1-carboxylate